(R)-5-ethyl-1-(3-(3-ethyl-4-isopropylpiperazine-1-carbonyl)-4-fluorobenzyl)pyrimidine-2,4(1H,3H)-dione C(C)C=1C(NC(N(C1)CC1=CC(=C(C=C1)F)C(=O)N1C[C@H](N(CC1)C(C)C)CC)=O)=O